4,6-dibromo-5-(1,3-dioxolan-2-yl)-2-methylindazole BrC=1C2=CN(N=C2C=C(C1C1OCCO1)Br)C